NCC(C)=O amino-propanone